(rac)-1-(1,3-oxazol-4-yl)ethanol O1C=NC(=C1)[C@@H](C)O |r|